FC1(CN(CCC1OC1=CN=CC(=N1)NC1=NNC(=C1)C(C)C)C)F 6-((3,3-difluoro-1-methylpiperidin-4-yl)oxy)-N-(5-isopropyl-1H-pyrazol-3-yl)pyrazin-2-amine